C(#N)C=1C=C2C(=NC1)N(C=C2)C2=NC=C(C(=O)NC1CCN(CC1)CC=1C(=NC=C(C1)N1C(NC(CC1)=O)=O)F)C(=C2)NC(C)C 6-(5-cyano-1H-pyrrolo[2,3-b]pyridin-1-yl)-N-(1-((5-(2,4-dioxotetrahydropyrimidin-1(2H)-yl)-2-fluoropyridin-3-yl)methyl)piperidin-4-yl)-4-(isopropylamino)nicotinamide